CS(=O)(=O)C=1C=C(C=C(C1)C#C[Si](C)(C)C)S(=O)(=O)C1=CC=C(S1)CNC(OC(C)(C)C)=O tert-butyl ((5-((3-(methylsulfonyl)-5-((trimethylsilyl)ethynyl)phenyl)sulfonyl)thiophen-2-yl)methyl)carbamate